ClC=1C=C(C=NC1)NC1=NC=NC2=CC=C(C=C12)C1(CN(C1)C(=O)OC(C)(C)C)C tert-butyl 3-[4-[(5-chloro-3-pyridyl)amino]quinazolin-6-yl]-3-methyl-azetidine-1-carboxylate